Tertbutyl N-[(3S)-1-[(2R)-2-[[4-(2-chloro-4-fluoro-phenyl)-7-quinolyl]oxy]propanoyl]-3-piperidyl]carbamate ClC1=C(C=CC(=C1)F)C1=CC=NC2=CC(=CC=C12)O[C@@H](C(=O)N1C[C@H](CCC1)NC(OC(C)(C)C)=O)C